6-chloro-3-((5-(5-(difluoromethyl)-1,3,4-oxadiazole-2-yl)pyridine-2-yl)methyl)-5-(pyridine-3-yl)benzo[d]oxazole-2(3H)-one ClC1=CC2=C(N(C(O2)=O)CC2=NC=C(C=C2)C=2OC(=NN2)C(F)F)C=C1C=1C=NC=CC1